[Cl-].BrC1=CC=C(C=C1)C=1N(C=[N+]2C1C=1N(C3=CC=CC=C3C1C=C2)C)C2=CC=C(C=C2)Cl 1-(4-Bromophenyl)-2-(4-chlorophenyl)-11-methyl-2,11-dihydroimidazo[1',5':1,2]pyrido[3,4-b]indol-4-ium chloride